C(C)(=O)OC1COCC1F 4-fluorotetrahydrofuran-3-yl acetate